((2R,3S,5R)-2-ethynyl-5-(2-fluoro-6-hexanamido-9H-purin-9-yl)-3-((propoxycarbonyl)oxy)tetrahydrofuran-2-yl)methyl propyl carbonate C(OC[C@]1(O[C@H](C[C@@H]1OC(=O)OCCC)N1C2=NC(=NC(=C2N=C1)NC(CCCCC)=O)F)C#C)(OCCC)=O